N1([C@@H](CCC1)C(=O)OC)C(=O)OC12CC3(CC(CC(C1)C3)C2)NCC(=O)N2CC3=CC=C(C=C3C2)F 1-(3-((2-(5-fluoroisoindolin-2-yl)-2-oxoethyl)amino)adamantan-1-yl) 2-methyl (S)-pyrrolidine-1,2-dicarboxylate